sodium pyridine-2,3,5,6-tetracarboxylic acid N1=C(C(=CC(=C1C(=O)O)C(=O)O)C(=O)O)C(=O)O.[Na]